ClC=1C(=NC(=NC1)NC=1C(=CC(=C(C1)NC(C=C)=O)N1C[C@@H](CC1)N(C)C)OC)NC1=C(C=CC=C1)C1=NN(C=C1)C (R)-N-(5-((5-chloro-4-((2-(1-methyl-1H-pyrazol-3-yl)phenyl)amino)pyrimidin-2-yl)amino)-2-(3-(dimethylamino)pyrrolidin-1-yl)-4-methoxyphenyl)acrylamide